C(C#C)OCCOCCOCC1=CC=C(C=C1)CC(=O)O 2-(4-((2-(2-(prop-2-yn-1-yloxy)ethoxy)ethoxy)methyl)phenyl)acetic acid